2-formyl-6-methyl-5,6-dihydroimidazo[1,2-a]pyrazine-7(8H)-carboxylic acid tert-butyl ester C(C)(C)(C)OC(=O)N1CC=2N(CC1C)C=C(N2)C=O